C12N[C@@H](C(CC1)CC2)C(=O)N2C1C=C(CC2CC1)C1=CN(C2=CN=CC=C21)C2=C(C(=O)N(C(C)C)C(C)C)C=C(C=C2)F 2-(3-{8-[(3S)-2-azabicyclo[2.2.2]octane-3-carbonyl]-8-azabicyclo[3.2.1]oct-2-en-3-yl}-1H-pyrrolo[2,3-c]pyridin-1-yl)-5-fluoro-N,N-di(propan-2-yl)benzamide